p-mentha-1,4(8)-diene C1(=CCC(CC1)=C(C)C)C